2-(aminooxy)ethane-1-amine NOCCN